SC1=C2C(=C(C3=C(C(=C4C(=C(C5=CC=C6C=CC(=C1)C1=C2C3=C4C5=C16)Cl)Cl)Cl)Cl)S)S trimercaptotetrachlorocoronene